FC(C1=NNC(=C1)CC1CC2(CNC2)C1)(F)F 6-[[3-(trifluorometh-yl)-1H-pyrazol-5-yl]methyl]-2-aza-spiro[3.3]heptane